bis(3-(dimethylamino)propyl)acrylamide CN(CCCC(=CC(=O)N)CCCN(C)C)C